BrC=1C2=C(C=NC1)C(=NN2COCC[Si](C)(C)C)NCC2=CC=C(C=C2)OC 7-bromo-N-[(4-methoxyphenyl)methyl]-1-(2-trimethylsilylethoxymethyl)pyrazolo[4,3-c]pyridin-3-amine